CO[C@H](C(=O)O)C (S)-2-methoxypropionic acid